Methyl 2-(6-hydroxy-4-(trifluoromethyl)pyridin-2-yl)benzo[d]oxazole-5-carboxylate OC1=CC(=CC(=N1)C=1OC2=C(N1)C=C(C=C2)C(=O)OC)C(F)(F)F